N-tert-butyl-2-{[2-(4-methoxypyridin-2-yl)-5H,6H,7H-cyclopenta[d]pyrimidin-4-yl](methyl)amino}-N-methylacetamide C(C)(C)(C)N(C(CN(C)C=1C2=C(N=C(N1)C1=NC=CC(=C1)OC)CCC2)=O)C